trimethylamine sulfonium salt [SH3+].CN(C)C